C[C@H]1CN(C[C@H](N1C)C)NC1=CC=CC=C1 (3S,5R)-3,4,5-trimethylpiperazin-1-yl-aniline